NC1=NC(=NC(=C1Cl)C)C 4-amino-5-chloro-2,6-dimethylpyrimidine